(Z)-7-tetradecenoic acid ethyl ester C(C)OC(CCCCC\C=C/CCCCCC)=O